N[C@@H](CS)C(=O)O cysteinic acid